diethylaminoacetamide palmitate C(CCCCCCCCCCCCCCC)(=O)O.C(C)N(CC)CC(=O)N